hexoxyamyl alcohol C(CCCCC)OCCCCCO